(R)-1-(1-propenylpiperidin-3-yl)-4-amino-3-(4-(pyridin-2-yloxy)phenyl)-1H-pyrazolo[3,4-d]pyridazin-7(6H)-one C(=CC)N1C[C@@H](CCC1)N1N=C(C2=C1C(NN=C2N)=O)C2=CC=C(C=C2)OC2=NC=CC=C2